1-(3-(3-((2-(4-hydroxy-4-methyl-piperidin-1-yl)pyrimidin-4-yl)amino)-8-((3R,4R)-2,2,4-trimethyl-3-((methylsulfonyl)methyl)azetidin-1-yl)isoquinolin-5-yl)azetidin-1-yl)prop-2-en-1-one OC1(CCN(CC1)C1=NC=CC(=N1)NC=1N=CC2=C(C=CC(=C2C1)C1CN(C1)C(C=C)=O)N1C([C@@H]([C@H]1C)CS(=O)(=O)C)(C)C)C